2,6-bis(nonadecyl)pyridine hydrochloride Cl.C(CCCCCCCCCCCCCCCCCC)C1=NC(=CC=C1)CCCCCCCCCCCCCCCCCCC